N1(CCCCC1)CCOC1CN(CC1)C1=NC=CC2=C1C=C(S2)C=2C(NC(NC2)=O)=O 5-[4-[3-[2-(1-Piperidyl)ethoxy]pyrrolidin-1-yl]thieno[3,2-c]pyridin-2-yl]-1H-pyrimidine-2,4-dione